3,5-dichloro-1,2,4-triazine-6-nitrile ClC=1N=NC(=C(N1)Cl)C#N